2-(3-chlorophenyl)ethyl {3-[2-(4-chloro-3-fluorophenoxy)-acetamido]bicyclo[1.1.1]pentan-1-yl}carbamate ClC1=C(C=C(OCC(=O)NC23CC(C2)(C3)NC(OCCC3=CC(=CC=C3)Cl)=O)C=C1)F